(3-amino-2-methoxyphenyl)methanol NC=1C(=C(C=CC1)CO)OC